OCC1CCC(CC1)N1N=C2C=C(C(=CC2=C1)NC(OC(C)(C)C)=O)OC Tert-butyl N-[2-[4-(hydroxymethyl)cyclohexyl]-6-methoxy-indazol-5-yl]carbamate